(2s,3r)-3-[tert-butyl-(diphenyl)silyl]oxypiperidine-1,2-dicarboxylic acid O1-tert-butyl ester O2-methyl ester COC(=O)[C@H]1N(CCC[C@H]1O[Si](C1=CC=CC=C1)(C1=CC=CC=C1)C(C)(C)C)C(=O)OC(C)(C)C